2'-chloro-5'-methoxy-N-(5-(3-methoxy-1-methyl-1H-pyrazole-5-carbonyl)-5,6-dihydro-4H-pyrrolo[3,4-d]thiazol-2-yl)-6-methyl-[4,4'-bipyridine]-3-carboxamide ClC1=NC=C(C(=C1)C1=C(C=NC(=C1)C)C(=O)NC=1SC2=C(N1)CN(C2)C(=O)C2=CC(=NN2C)OC)OC